(2H-tetrazol-5-yl)-7-(hydroxymethyl)-9-(4-(3,4,5-trifluorophenyl)-1H-1,2,3-triazol-1-yl)-1,6-dioxaspiro[4.5]decan-8-ol N=1NN=NC1C1OC2(CC1)OC(C(C(C2)N2N=NC(=C2)C2=CC(=C(C(=C2)F)F)F)O)CO